1-(2-hydroxy-5-methylphenyl)propan-1-one OC1=C(C=C(C=C1)C)C(CC)=O